2-bromo-5-(trideuteriomethoxy)pyrimidine BrC1=NC=C(C=N1)OC([2H])([2H])[2H]